N=NC([O-])=O iminocarbamat